3-(2-chloro-3-(ethylsulfonamido)benzyl)-2-oxo-4-(piperazin-1-ylmethyl)-2H-chromen-7-yl dimethylcarbamate CN(C(OC1=CC=C2C(=C(C(OC2=C1)=O)CC1=C(C(=CC=C1)NS(=O)(=O)CC)Cl)CN1CCNCC1)=O)C